2-(2-fluoro-3-methyl-4-(thiazol-4-ylcarbamoyl)phenyl)-9,10-dihydro-4H-benzo[d]pyrazolo[1,5-a][1,3]diazepine-3-carboxamide FC1=C(C=CC(=C1C)C(NC=1N=CSC1)=O)C1=NN2C(NC3=C(CC2)C=CC=C3)=C1C(=O)N